S(CCC(C(=O)O)CC1=CC(=C(C(=C1)C(C)(C)C)O)C(C)(C)C)CCC(C(=O)O)CC1=CC(=C(C(=C1)C(C)(C)C)O)C(C)(C)C Thiodiethylenebis(3,5-di-tert-butyl-4-hydroxyhydrocinnamic acid)